((1,3,5-triazine-2,4,6-triyl)tris(benzene-4,1-diyl))tris(1-phenylmethanamine) N1=C(N=C(N=C1C1=CC=C(C=C1)C(N)C1=CC=CC=C1)C1=CC=C(C=C1)C(N)C1=CC=CC=C1)C1=CC=C(C=C1)C(N)C1=CC=CC=C1